2-(difluoromethyl)-5-(6-((4-(3-((3r,5s)-3,5-dimethylpiperazin-1-yl)phenyl)-1H-1,2,3-triazol-1-yl)methyl)-5-fluoropyridin-3-yl)-1,3,4-oxadiazole FC(C=1OC(=NN1)C=1C=NC(=C(C1)F)CN1N=NC(=C1)C1=CC(=CC=C1)N1C[C@H](N[C@H](C1)C)C)F